C(C)(C)(C)C1=NC=CC(=C1)S(=O)(=O)N(C)C tert-butyl-(4-(N,N-dimethylaminosulfonyl)pyridin)